COC1=CC=C2C=CN=C(C2=C1)OC[C@H]1NC([C@@H](C1)CC(F)(F)F)=O 7-methoxy-1-{[(2S,4S)-5-oxo-4-(2,2,2-trifluoroethyl)pyrrolidin-2-yl]methoxy}isoquinoline